The molecule is a carboxylic acid and a carbotricyclic compound. It has a role as a platelet aggregation inhibitor, a vasodilator agent, an antihypertensive agent, a cardiovascular drug, a vitamin K antagonist and a human blood serum metabolite. CCCCC[C@@H](CC[C@H]1[C@@H](C[C@H]2[C@@H]1CC3=C(C2)C(=CC=C3)OCC(=O)O)O)O